(S)-N-methyl-3-(2-methyl-2,3-dihydroimidazolo[2,1-b]oxazol-6-yl)-4-((5-(trifluoromethyl)pyridine-2-yl)amino)benzenesulfonamide CNS(=O)(=O)C1=CC(=C(C=C1)NC1=NC=C(C=C1)C(F)(F)F)C=1N=C2O[C@H](CN2C1)C